methyl (3-methylpentan-3-yl) carbonate C(OC)(OC(CC)(CC)C)=O